5-(2-fluorophenyl)-1H-imidazol FC1=C(C=CC=C1)C1=CN=CN1